C1(CCCCC1)CC(=O)N(O)Cl 2-cyclohexyl-N-hydroxyacetamido chloride